OC(=O)C(F)(F)F.COC1=NC=CC=C1N1CCNCC1 1-(2-methoxypyridin-3-yl)piperazine TFA salt